O1CCC(CC1)C(=O)N1[C@H](COC2=C(C1)C=CC(=C2)C(=O)OC)C2=CC=C(C=C2)C(F)(F)F methyl (S)-4-(tetrahydro-2H-pyran-4-carbonyl)-3-(4-(trifluoromethyl) phenyl)-2,3,4,5-tetrahydrobenzo[f][1,4]oxazepine-8-carboxylate